N1=C(C=CC=C1)CNC1=C(C(=O)O)C=CC(=C1)C(=O)O 2-((pyridin-2-ylmethyl)amino)-terephthalic acid